ClC=1C=C(C=C2C=C(N=CC12)NC(=O)[C@H]1[C@H](C1)F)C=1C=NN(C1C(C)C)[C@@H]1OCCCC1 |&1:26| (±)-cis-N-[8-chloro-6-(5-isopropyl-1-tetrahydropyran-2-yl-pyrazol-4-yl)-3-isoquinolinyl]-2-fluoro-cyclopropanecarboxamide